ClC=1C2=CN(N=C2C=CC1C1=NNC2=NC(=CN=C21)N2C[C@@H]1[C@]([C@@H]1CC2)(C=2SC=C(N2)C)CN)C ((1S,6R,7S)-3-(3-(4-chloro-2-methyl-2H-indazol-5-yl)-1H-pyrazolo[3,4-b]pyrazin-6-yl)-7-(4-methylthiazol-2-yl)-3-azabicyclo[4.1.0]heptan-7-yl)methanamine